2,4-dichlorothieno[2,3-d]pyrimidine-6-carboxylic acid isobutyl ester C(C(C)C)OC(=O)C1=CC2=C(N=C(N=C2Cl)Cl)S1